6-morpholinopyrido[3,4-d]pyrimidine-2,4-diamine O1CCN(CC1)C1=CC2=C(N=C(N=C2N)N)C=N1